methyl 4-[(1S)-1-[[(2R)-1-[[5-(2-methyl-4-sulfamoyl-phenyl)-3-pyridyl]methyl] pyrrolidine-2-carbonyl]amino]ethyl]benzoate CC1=C(C=CC(=C1)S(N)(=O)=O)C=1C=C(C=NC1)CN1[C@H](CCC1)C(=O)N[C@@H](C)C1=CC=C(C(=O)OC)C=C1